2-[4-fluoro-3-(trifluoromethoxy)phenyl]-4,4,5,5-tetramethyl-1,3,2-dioxaborolane FC1=C(C=C(C=C1)B1OC(C(O1)(C)C)(C)C)OC(F)(F)F